(R)-7-(4-(2-(2-Aminopyridin-3-yl)-5-phenyl-3H-imidazo[4,5-b]pyridin-3-yl)benzyl)-2,7-diazaspiro[4.4]nonane-2-carbonitrile NC1=NC=CC=C1C1=NC=2C(=NC(=CC2)C2=CC=CC=C2)N1C1=CC=C(CN2C[C@]3(CCN(C3)C#N)CC2)C=C1